FC1=NNC=C1C=1OC=C(N1)C(=O)NC=1C(=NN(C1)C1CCC(CC1)N1CCOCC1)C1=NC=CN=C1 2-(3-fluoro-1H-pyrazol-4-yl)-N-(1-((1r,4r)-4-morpholinylcyclohexyl)-3-(pyrazin-2-yl)-1H-pyrazol-4-yl)oxazole-4-carboxamide